C(C)C(C(=O)[O-])CCCCC.C(CCC)C([NH2+]CCCC)(CCCC)CCCC tributyl-Butylmethylammonium 2-ethylheptanoate